N-(6-chloro-5-(trifluoromethyl)pyridin-2-yl)-6-fluoro-N-(methoxymethyl)pyridine-2-sulfonamide ClC1=C(C=CC(=N1)N(S(=O)(=O)C1=NC(=CC=C1)F)COC)C(F)(F)F